tert-butyl 1-{[(Z)-(1-{2-[(tert-butoxycarbonyl)amino]-5-chloro-1,3-thiazol-4-yl}-2-oxo-2-{[(4S)-3-oxo-1,2-oxazolidin-4-yl]amino}ethylidene)amino]oxy}cyclopropane-1-carboxylate C(C)(C)(C)OC(=O)NC=1SC(=C(N1)/C(/C(N[C@@H]1C(NOC1)=O)=O)=N/OC1(CC1)C(=O)OC(C)(C)C)Cl